ClC1=NC(=C2C(=N1)N(N=C2)[C@H]2[C@@H]([C@@H]([C@H](O2)CO[C@H](CC2=CC=CC=C2)P(O)(O)=O)O)O)NCC2CC2 ((S)-1-(((2R,3S,4R,5R)-5-(6-chloro-4-((cyclopropylmethyl)amino)-1H-pyrazolo[3,4-d]pyrimidin-1-yl)-3,4-dihydroxytetrahydrofuran-2-yl)methoxy)-2-phenylethyl)phosphonic acid